2,4,6-triethyl-1,3,5,2,4,6-trioxatribismane C(C)[Bi]1O[Bi](O[Bi](O1)CC)CC